C(C)N=C=N N-ethyl-carbodiimide